FC(C1=CC=C(CNC2=CC=C(C=C2)NC(CCC\C=C/CCCC)=O)C=C1)(F)F (Z)-N-(4-((4-(Trifluoromethyl)benzyl)amino)phenyl)dec-5-enamid